Methyl (S)-3-phenyl-4-((R)-tetrahydro-2H-pyran-3-carbonyl)-2,3,4,5-tetrahydrobenzo[f][1,4]oxazepine-8-carboxylate C1(=CC=CC=C1)[C@H]1COC2=C(CN1C(=O)[C@H]1COCCC1)C=CC(=C2)C(=O)OC